FC=1C=C(C=CC1)N(S(=O)(=O)C=1C=NN(C1)C1=CC=C(C=C1)C1=NOC(=N1)C(F)(F)F)C N-(3-fluorophenyl)-N-methyl-1-(4-(5-(trifluoromethyl)-1,2,4-oxadiazol-3-yl)phenyl)-1H-pyrazole-4-sulphonamide